C(CCCCC(=O)OC1CC(N(C(C1)(C)C)C)(C)C)(=O)OC1CC(N(C(C1)(C)C)C)(C)C bis(1,2,2,6,6-pentamethyl-4-piperidinyl) adipate